3,3'-Di-tert-butyl-5,5'-dimethoxy-2'-((4,4,5,5-tetraphenyl-1,3,2-dioxaphospholan-2-yl)oxy)-[1,1'-biphenyl]-2-yldi(naphthalen-1-yl)phosphite C(C)(C)(C)C=1C(=C(C=C(C1)OC)C1=C(C(=CC(=C1)OC)C(C)(C)C)OP1OC(C(O1)(C1=CC=CC=C1)C1=CC=CC=C1)(C1=CC=CC=C1)C1=CC=CC=C1)OP([O-])([O-])(C1=CC=CC2=CC=CC=C12)C1=CC=CC2=CC=CC=C12